NC=1C=C(C=CC1C(F)(F)F)NC1=NC=CC(=N1)C=1C=C(C(=O)O)C=CC1 3-(2-((3-amino-4-(trifluoromethyl)phenyl)amino)pyrimidin-4-yl)benzoic acid